1,4-bis(trichlorosilylethyl)benzene Cl[Si](Cl)(Cl)CCC1=CC=C(C=C1)CC[Si](Cl)(Cl)Cl